C(C1=CC=CC=C1)OC1=CC(=CC=2CCOC21)C=O 7-(benzyloxy)-2,3-dihydrobenzofuran-5-carbaldehyde